C(C)(C)(C)OC(=O)NC(C(=O)[O-])CO 2-(tert-butoxycarbonylamino)-3-hydroxy-propanoate